O1CCOC12CCC(CC2)N2N=C(C(=C2)C(=O)O)OCCOCC 1-{1,4-dioxaspiro[4.5]dec-8-yl}-3-(2-ethoxyethoxy)-1H-pyrazole-4-carboxylic acid